BrC1=C(C(=O)OC)C=CC(=C1)C(N)=N methyl 2-bromo-4-carbamimidoylbenzoate